C(#N)C=1C=C(C=CC1)C=1N=C(SC1C1=CC(=NC(=C1)C)C)NC(=O)N1[C@@H](CC1)CO (2S)-N-[4-(3-cyanophenyl)-5-(2,6-dimethyl-4-pyridinyl)thiazol-2-yl]-2-(hydroxymethyl)azetidine-1-carboxamide